COC(=O)C12N(CC(C1)(C2)CO)C(=O)OC(C)(C)C 2-tert-butyloxycarbonyl-4-(hydroxymethyl)-2-azabicyclo[2.1.1]Hexane-1-carboxylic acid methyl ester